(S)-3-(3-benzylphenyl)-3-(3-(4-hydroxy-1,5-dimethyl-2-oxo-1,2-dihydropyridin-3-yl)ureido)propanoic acid C(C1=CC=CC=C1)C=1C=C(C=CC1)[C@H](CC(=O)O)NC(=O)NC=1C(N(C=C(C1O)C)C)=O